3-(4-Chloro-phenyl)-N-(4-oxo-2-pyrrolidin-1-yl-4H-quinazolin-3-yl)-butyramide ClC1=CC=C(C=C1)C(CC(=O)NN1C(=NC2=CC=CC=C2C1=O)N1CCCC1)C